cis-beta-methyl-styrene C\C=C/C1=CC=CC=C1